C1N(CCC2=CC=CC=C12)CCC(C(C=C)=C)=C 1-(1,2,3,4-tetrahydro-2-isoquinolinyl)-3,4-dimethylenehex-5-ene